N-[5-[6-[(4-fluoro-3-methoxy-phenyl)-methyl-carbamoyl]imidazo[1,2-a]pyridin-3-yl]-2-pyridyl]carbamate FC1=C(C=C(C=C1)N(C(=O)C=1C=CC=2N(C1)C(=CN2)C=2C=CC(=NC2)NC([O-])=O)C)OC